bicyclo[1.1.0]Butane C12CC2C1